ClC1=CC=C(C(=C1NC(=O)C=1C(=NC(=NC1)NC1=CC(=C(C=C1)OCCN(C)C)C)OC)C)O N-(6-chloro-3-hydroxy-2-methylphenyl)-2-((4-(2-(dimethylamino)ethoxy)-3-methylphenyl)amino)-4-methoxypyrimidine-5-carboxamide